(1R,2S,4R)-2-(hydroxymethyl)-2-(isopropoxymethyl)-4-methyl-quinuclidin-3-one OC[C@]1(N2CCC(C1=O)(CC2)C)COC(C)C